3-{[2-(4-chlorophenyl)imidazo[1,2-a]pyridin-3-yl]methyl}-N-cyclohexyl-3,8-diazabicyclo[3.2.1]octane-8-carboxamide ClC1=CC=C(C=C1)C=1N=C2N(C=CC=C2)C1CN1CC2CCC(C1)N2C(=O)NC2CCCCC2